C1(CCCCC1)CN1CCOCC1 4-cyclohexylmethyl-morpholine